C(C)(C)(C)N(C(O)=O)CC1=CC(=CC(=C1)OC)[C@H]1C[C@@H]([C@@H]2OC(O[C@@H]21)(C)C)O.NC2=CC=C(C=C2)CC2=CC=C(C=C2)N di(4-aminophenyl)methane tert-butyl-(3-((3aR,4R,6S,6aS)-6-hydroxy-2,2-dimethyltetrahydro-4H-cyclopenta[d][1,3]dioxol-4-yl)-5-methoxybenzyl)carbamate